methyl (3R)-1-(5-((3-fluoro-phenyl)ethynyl)-2,3-dihydro-1H-inden-1-yl)-piperidine-3-carboxylate FC=1C=C(C=CC1)C#CC=1C=C2CCC(C2=CC1)N1C[C@@H](CCC1)C(=O)OC